p-((diiodomethyl)sulphonyl)toluene IC(S(=O)(=O)C1=CC=C(C)C=C1)I